(1R,3S,5R)-2-(2-(3-acetyl-7-methyl-5-(2-methyl-pyrimidin-5-yl)-1H-indol-1-yl)acetyl)-N-(6-bromo-3-(methoxymethyl)pyridin-2-yl)-5-methyl-2-azabicyclo[3.1.0]hexane-3-carboxamide C(C)(=O)C1=CN(C2=C(C=C(C=C12)C=1C=NC(=NC1)C)C)CC(=O)N1[C@@H]2C[C@@]2(C[C@H]1C(=O)NC1=NC(=CC=C1COC)Br)C